4-[3,5-Difluoro-4-(2-isothiocyanatoethynyl)phenyl]-4'-(trifluoromethoxy)-1,1-biphenyl FC=1C=C(C=C(C1C#CN=C=S)F)C1=CC=C(C=C1)C1=CC=C(C=C1)OC(F)(F)F